Edetate Calcium Sodium [Na+].[Ca+2].C(N(CC(=O)[O-])CC(=O)O)CN(CC(=O)[O-])CC(=O)[O-]